NCOB(O)O aminomethyl-boric acid